tetraisopropoxy(trimethylsiloxy)tantalum C(C)(C)O[Ta](O[Si](C)(C)C)(OC(C)C)(OC(C)C)OC(C)C